C(#N)C1=CC=CC(=N1)NC1=CC(=C(N=N1)C(=O)NC([2H])([2H])[2H])NC1=C(C(=CC=C1)C1=NN(C=N1)C)OC 6-((6-cyanopyridin-2-yl)amino)-4-((2-methoxy-3-(1-methyl-1H-1,2,4-triazol-3-yl)Phenyl)amino)N-(methyl-d3)pyridazine-3-carboxamide